5-bromo-7-methyl-pyrrolo[2,3-d]pyrimidin-4-amine BrC1=CN(C=2N=CN=C(C21)N)C